ClC=1C=C(C=C(C1)Cl)C1=NC(=CC(=C1)CN1CCC(CC1)CC(=O)O)OC=1N=NC(=CC1)N1CCN(CCC1)CC 2-(1-((2-(3,5-dichlorophenyl)-6-((6-(4-ethyl-1,4-diazepan-1-yl)pyridazin-3-yl)oxy)pyridin-4-yl)methyl)piperidin-4-yl)acetic acid